CC(CN)C[Si](OCC)(OCC)OCC 2-methyl-3-(triethoxysilyl)-1-propanamine